O1C2=C(OCC1)C=C(C=C2)[C@@H]2N(CCC2)CC=2C=C1C=CC(NC1=CC2)=O (R)-6-((2-(2,3-dihydrobenzo[b][1,4]dioxin-6-yl)pyrrolidin-1-yl)methyl)quinolone